BrC=1C(=C2C(=NC1)NC(=N2)C2=CC=C(C=C2)N2CCN(CCC2)C)NC2CCN(CC2)C(C)C 6-Bromo-2-[4-(4-methyl-1,4-diazepan-1-yl)phenyl]-N-[1-(1-methylethyl)piperidin-4-yl]-3H-imidazo[4,5-b]pyridin-7-amine